(S)-1-(allyloxy)-3-(4-bromophenoxy)propan-2-ol C(C=C)OC[C@@H](COC1=CC=C(C=C1)Br)O